OC(=O)C(F)(F)F.BrC1=NN(C2=C1N=C(N=C2NCCCC)N)CC2=C(C=C(C=N2)C=2CCNCC2)OC 3-bromo-N7-butyl-1-((5-methoxy-1',2',3',6'-tetrahydro-[3,4'-bipyridine]-6-yl)methyl)-1H-pyrazolo[4,3-d]Pyrimidine-5,7-diamine TFA salt